CC=1OC(=CC1C(=O)NC1=NC(=NS1)CC(C)N1CCOCC1)C1=CC(=CC=C1)C(F)(F)F 2-methyl-5-(3-(trifluoromethyl)phenyl)-N-(3-(2-morpholinopropyl)-1,2,4-thiadiazol-5-yl)furan-3-carboxamide